((6-chloro-4-(2-methoxyphenyl)pyridin-2-yl)imino)dimethyl-λ6-sulfanone ClC1=CC(=CC(=N1)N=S(=O)(C)C)C1=C(C=CC=C1)OC